BrC1=CC(=NC(=C1I)C)N(C(OC(C)(C)C)=O)C(=O)OC(C)(C)C tert-butyl N-(4-bromo-5-iodo-6-methylpyridin-2-yl)-N-(tert-butoxycarbonyl)carbamate